O=C1NC(CCC1N1C(C2=CC=CC(=C2C1=O)SCCOCC(=O)N1CCN(CC1)C1=NC=C(C(=O)N2CCC(CC2)CCCCNC(\C=C\C=2C=NC=CC2)=O)C=C1)=O)=O (E)-N-(4-(1-(6-(4-(2-(2-((2-(2,6-dioxopiperidin-3-yl)-1,3-dioxoisoindolin-4-yl)thio)ethoxy)acetyl)piperazin-1-yl)nicotinoyl)piperidin-4-yl)butyl)-3-(pyridin-3-yl)acrylamide